N-((1H-indazol-6-yl)methyl)-N-(3-methoxybenzyl)-4-(piperidin-1-ylmethyl)thiazol-2-amine N1N=CC2=CC=C(C=C12)CN(C=1SC=C(N1)CN1CCCCC1)CC1=CC(=CC=C1)OC